1-(6-Fluoropyridin-3-yl)-5-(trifluoromethyl)-1H-pyrazole-4-carboxylic acid ethyl ester C(C)OC(=O)C=1C=NN(C1C(F)(F)F)C=1C=NC(=CC1)F